CC=1N=CN(C1)NC1=CC=CC(=C1)C(F)(F)F (4-methyl-1H-imidazole-1-yl)-5-(trifluoromethyl)aniline